1-(dimethylamino)cyclobutanecarboxamide CN(C1(CCC1)C(=O)N)C